ClC=1C(=CC(=C(OC=2C(=NC(=NC2)NC(C)C2CC2)N)C1)C(C)C)OC 5-(5-Chloro-2-isopropyl-4-methoxy-phenoxy)-N*2*-(1-cyclopropyl-ethyl)-pyrimidine-2,4-diamine